C(C1=CC=CC=C1)OC1=CC=2N(C=C1Br)C=C(N2)C21COC(C2)(C1)C 7-(benzyloxy)-6-bromo-2-(1-methyl-2-oxabicyclo[2.1.1]hexan-4-yl)imidazo[1,2-a]pyridine